C(C)(C)(C)OC(=O)N1COC2=C(C1)C=CC=C2C2=CC(=C(C=C2)C(=O)OC)N2C1COCC2CC1.COC(C(=C)C)=O.C(C)C(C(=O)O)=C ethyl-acrylic acid methyl-methacrylate tert-butyl-8-[4-methoxycarbonyl-3-(3-oxa-8-azabicyclo[3.2.1]octan-8-yl)phenyl]-2,4-dihydro-1,3-benzoxazine-3-carboxylate